3-((4,4-bis(((Z)-oct-5-en-1-yl)oxy)butanoyl)oxy)-2-(((7-((2-butyloctanoyl)oxy)heptanoyl)oxy)methyl)propyl 4-(((3-(diethylamino)propoxy)carbonyl)oxy)decanoate C(C)N(CCCOC(=O)OC(CCC(=O)OCC(COC(CCC(OCCCC\C=C/CC)OCCCC\C=C/CC)=O)COC(CCCCCCOC(C(CCCCCC)CCCC)=O)=O)CCCCCC)CC